CC(N(C(=O)C1=NC=CC(=C1OC(C)=O)OC)[C@@H](C)[C@@H](C)C1=C(C=C(C=C1)C)C)(C)C(=O)[O-] methyl-((2S,3S)-3-(2,4-dimethylphenyl)butan-2-yl N-[(3-acetoxy-4-methoxypyridin-2-yl)carbonyl]-L-alaninate)